(4-bromo-2-fluorophenyl)(2-((tert-butyldimethylsilyl)oxy)ethyl)(ethyl)phosphine oxide BrC1=CC(=C(C=C1)P(CC)(CCO[Si](C)(C)C(C)(C)C)=O)F